6-[2-cyano-3-[[ethyl(methyl)sulfamoyl]amino]-6-fluoro-phenoxy]-4-oxo-3-(2-piperazin-1-ylethyl)quinazoline C(#N)C1=C(OC=2C=C3C(N(C=NC3=CC2)CCN2CCNCC2)=O)C(=CC=C1NS(N(C)CC)(=O)=O)F